C(CCC)N(C1=CC=C(C(=O)C2=CC=C(C=C2)N(CCCC)CCCC)C=C1)CCCC 4,4'-bis(dibutylamino)benzophenone